2-[3-ethylsulfonyl-5-(trifluoromethyl)-2-pyridinyl]-6-(trifluoromethyl)-3H-pyrrolo[3,4-c]pyridin-1-one C(C)S(=O)(=O)C=1C(=NC=C(C1)C(F)(F)F)N1CC=2C=NC(=CC2C1=O)C(F)(F)F